FC=1C=CC=C2C=C(C=NC12)N1C(N=CC2=CC=CC=C12)(C)C (8-fluoro-3-quinolinyl)-2,2-dimethyl-1H-quinazoline